(E)-3-(2,6-dibromo-3,5-dimethoxyphenyl)-1-(1-(4-(dimethylamino)but-2-enoyl)piperidin-4-yl)-7-(isopropylamino)-1,6-naphthyridin-2(1H)-one BrC1=C(C(=C(C=C1OC)OC)Br)C=1C(N(C2=CC(=NC=C2C1)NC(C)C)C1CCN(CC1)C(\C=C\CN(C)C)=O)=O